ClC1=CC=C(CN(C(C#N)C#N)C)C=C1 2-(4-chlorobenzyl-(methyl)amino)malononitrile